5-[2-(1,1-Difluoroethyl)-1-methyl-1H-imidazol-4-yl]-6-methyl-N-[(3S)-pyrrolidin-3-yl]pyridin-2-amine, dihydrochloride Cl.Cl.FC(C)(F)C=1N(C=C(N1)C=1C=CC(=NC1C)N[C@@H]1CNCC1)C